C(C)(=O)N[C@H](C(=O)O)C(C)C (S)-2-acetamido-3-methylbutyric acid